BrC1=C(C=C(CC2CN(C2)CCCF)C=C1)F 3-(4-bromo-3-fluorobenzyl)-1-(3-fluoropropyl)azetidine